methyl 6-(N-tert-butoxycarbonyl-S-cyclopropyl-sulfonimidoyl)pyridine-3-carboxylate C(C)(C)(C)OC(=O)N=S(=O)(C1CC1)C1=CC=C(C=N1)C(=O)OC